FC1=C(C=C(C=C1)C1=CC(=NO1)CN1C(=NC2=C(C1=O)CCOC2)C)O 3-((5-(4-Fluoro-3-hydroxyphenyl)isoxazol-3-yl)methyl)-2-methyl-5,8-dihydro-3H-pyrano[3,4-d]pyrimidin-4(6H)-one